ClC=1C=C(C=CC1C)NC(CCC1=CC(=CC=C1)NC=1C(N(C(C1)=O)C1C(NC(CC1)=O)=O)=O)=O N-(3-chloro-4-methylphenyl)-3-(3-((1-(2,6-dioxopiperidin-3-yl)-2,5-dioxo-2,5-dihydro-1H-pyrrol-3-yl)amino)phenyl)propanamide